bis(trimethylsilyl) Telluride C[Si](C)(C)[Te][Si](C)(C)C